OC1=CC=C(C=C1)C(CC(=O)O)CC(=O)O 3-(4-hydroxyphenyl)glutaric acid